3-methoxy-4-{6-[(1-{[4-(propan-2-yl)phenyl]carbamoyl}-D-prolyl)amino]pyridin-3-yl}benzoic acid COC=1C=C(C(=O)O)C=CC1C=1C=NC(=CC1)NC([C@@H]1N(CCC1)C(NC1=CC=C(C=C1)C(C)C)=O)=O